[Ti].[Hf] hafnium-titanium